ClC=1C=C(OCC(=O)O)C(=CC1)Cl 3,6-dichlorophenoxyacetic acid